N1=CC(=CC=C1NCC(CN)C)C=1C=NC=CC1 N1-([3,3'-bipyridin]-6-yl)-2-methylpropane-1,3-diamine